C(#N)C1=CC=C2C=3C(C4=C(C(C3NC2=C1)(C)C)C=C(C(=C4)CC)N4CCN(CC4)C(CCCN4CC(C(CC4)(C)C)NC(OC(C)(C)C)=O)=O)=O tert-butyl (1-(4-(4-(3-cyano-9-ethyl-6,6-dimethyl-11-oxo-6,11-dihydro-5H-benzo[b]carbazol-8-yl)piperazin-1-yl)-4-oxobutyl)-4,4-dimethylpiperidin-3-yl)carbamate